COC1=CC(=CC=C1)\C=C\C(=O)CC(=O)\C=C\C1=CC=CC(OC)=C1 bis-deoxycurcumin